C1(=CC=CC=C1)C1=CC(=NC=C1)C1=NC=CC=C1 4-phenyl-2-pyridin-2-ylpyridin